CC1(CCN(CC1)CCC(F)(F)F)C(=O)N[C@H](C(=O)OC)CCCCCCCC1=NC=2NCCCC2C=C1 methyl (S)-2-(4-methyl-1-(3,3,3-trifluoropropyl)piperidine-4-carboxamido)-9-(5,6,7,8-tetrahydro-1,8-naphthyridin-2-yl)nonanoate